nitric acid, hydroxide [N+](=O)([O-])O